L-phenylalanine chloride N[C@@H](CC1=CC=CC=C1)C(=O)Cl